2,5,6-trichloro-4-(1H-1,2,4-triazol-1-yl)quinoline ClC1=NC2=CC=C(C(=C2C(=C1)N1N=CN=C1)Cl)Cl